2-methylaminoisobutyric acid CNC(C(=O)O)(C)C